ClC=1C=C(C=C2C=C(N=CC12)NC(=O)[C@H]1[C@@H](C1)C#N)N1C(OC[C@@H]1C)=O (trans)-N-[8-chloro-6-[(4S)-4-methyl-2-oxo-oxazolidin-3-yl]-3-isoquinolinyl]-2-cyano-cyclopropanecarboxamide